(2s,3s,4r,5r)-5-(6-(3-(trifluoromethyl)benzylamino)-2-(5-fluoropyridin-3-yl)-9H-purin-9-yl)-3,4-dihydroxy-N-methyl-tetrahydrofuran-2-carboxamide FC(C=1C=C(CNC2=C3N=CN(C3=NC(=N2)C=2C=NC=C(C2)F)[C@H]2[C@@H]([C@@H]([C@H](O2)C(=O)NC)O)O)C=CC1)(F)F